BrC1=CC2=C(N=C(N=C2NC2=CC=C(C=C2)C2CCCCC2)N2CC(OCC2)C)N=C1 6-bromo-N-(4-cyclohexylphenyl)-2-(2-methylmorpholino)pyrido[2,3-d]pyrimidin-4-amine